C(C)N1C[C@H](C[C@H](C1)NC=1N=NC(=C(N1)C)C1=C(C=C(C=C1)C(F)(F)F)O)O (3s,5r)-1-ethyl-5-[[6-[2-hydroxy-4-(trifluoromethyl)phenyl]-5-methyl-1,2,4-triazin-3-yl]amino]piperidin-3-ol